S(C#N)CC(CN(C)C)SC#N 1,2-Dithiocyanato-3-(dimethylamino)propane